P(=O)(OCC1=CC=CC=C1)(OCC1=CC=CC=C1)OC[C@H]([C@H](C(COCC1=CC=CC=C1)=O)OCC1=CC=CC=C1)OCC1=CC=CC=C1 Dibenzyl [(2R,3R)-4-oxo-2,3,5-tris(phenylmethoxy)pentyl] phosphate